N[C@H](C(=O)N[C@H]1CN(CC(C1)(C)C)C1=C2N=CC=NC2=C(C=C1)C#N)C(F)(F)F (R)-2-amino-N-((R)-1-(8-cyanoquinoxalin-5-yl)-5,5-dimethylpiperidin-3-yl)-3,3,3-trifluoropropionamide